CC1=C(C=NN1C1=NC=C(C=C1)S(NC=1C=CC=C2C=NN(C12)C)(=O)=O)C(=O)OCC ethyl 5-methyl-1-{5-[(1-methylindazol-7-yl)sulfamoyl]pyridin-2-yl}pyrazole-4-carboxylate